4-((1R,5S)-3,8-diazabicyclo[3.2.1]octan-3-yl)-7-(4,5-dichloropyridin-3-yl)-2-(((S)-1-methylpyrrolidin-2-yl)methoxy)quinazoline [C@H]12CN(C[C@H](CC1)N2)C2=NC(=NC1=CC(=CC=C21)C=2C=NC=C(C2Cl)Cl)OC[C@H]2N(CCC2)C